(5-bromo-1-methyl-1H-pyrazol-4-yl)(5-iodo-1-methyl-1H-pyrazol-4-yl)methanol 1-amyl-N,N-dipentylaminoacetate C(CCCC)C(C(=O)OC(C=1C=NN(C1I)C)C=1C=NN(C1Br)C)N(CCCCC)CCCCC